3,5-bis(trifluoromethyl)iodobenzene C1=C(C=C(C=C1C(F)(F)F)I)C(F)(F)F